(2S,3R)-2-amino-3-hydroxybutyric acid N[C@H](C(=O)O)[C@@H](C)O